NCCCO[Si](OC)(OC)CCCN (beta-aminoethyl)gamma-aminopropyltrimethoxysilane